C\C(=C/CC=1C(=C(C(=O)O)C(=CC1O)CCCC(C)C)O)\CCC=C(C)C 3-[(2E)-3,7-dimethyloct-2,6-dien-1-yl]-2,4-dihydroxy-6-(4-methylpentyl)benzoic acid